C(C)(C)(C)OC(=O)N1CCC2(CC1)[C@@H](C1=CC(=CC=C1C2)C#CC(=O)NC)N[S@](=O)C(C)(C)C (S)-1-(((R)-tert-butylsulfinyl)amino)-6-(3-(methylamino)-3-oxoprop-1-yn-1-yl)-1,3-dihydrospiro[indene-2,4'-piperidine]-1'-carboxylic acid tert-butyl ester